Methyl (2R)-2-{[4-cyano-1-(3-fluoropyridin-2-yl)-5-(6-fluoropyridin-3-yl)-1H-pyrazol-3-yl]oxy}propanoate C(#N)C=1C(=NN(C1C=1C=NC(=CC1)F)C1=NC=CC=C1F)O[C@@H](C(=O)OC)C